C(C)(C)(C)OC(NCC1=CC=C(C=C1)CBr)=O 4-(bromomethyl)benzyl-carbamic acid tert-butyl ester